8-chloro-3-methyl-[1,2,4]triazolo[4,3-a]pyrazine ClC=1C=2N(C=CN1)C(=NN2)C